S1C=NC2=C1C(=CC=C2)CCC[C@@H]2C[C@H]1N(CCN(C1)C1=C(C=NC=C1)F)C2=O (7R,8aR)-7-(3-(benzo[d]thiazol-7-yl)propyl)-2-(3-fluoropyridin-4-yl)hexahydropyrrolo[1,2-a]pyrazin-6(2H)-one